BrC1=NC=CC2=C1C=CN2C2CCN(CC2)C(=O)OC(C)(C)C tert-butyl 4-(4-bromo-1H-pyrrolo[3,2-c]pyridin-1-yl)piperidine-1-carboxylate